OC(C)(C)C1=C(C(=CC(=C1)C(C)(C)O)C(C)(C)O)OC(C1=CC=C(C=C1)C(C)(C)O)=O.C[Sn](C=1[Se]C(=CC1)[Sn](C)(C)C)(C)C 2,5-bis(trimethylstannyl)selenophene 2,4,6-tris(α-hydroxyisopropyl)phenyl-4-α-hydroxyisopropylbenzoate